2-{[(3-bromophenyl)(phenyl)methyl](methyl)amino}-5-methoxy-1-methyl-6-oxo-1,6-dihydropyrimidine-4-carboxylic acid BrC=1C=C(C=CC1)C(C1=CC=CC=C1)N(C=1N(C(C(=C(N1)C(=O)O)OC)=O)C)C